CN1CC(C1)(C)[C@@](O)(C=1C=NC=C(C1)CCC=1C=NN(C1)C)C1=CC=C(C=C1)C(C)C (R)-(1,3-Dimethyl-azetidin-3-yl)-(4-isopropyl-phenyl)-{5-[2-(1-methyl-1H-pyrazol-4-yl)-ethyl]-pyridin-3-yl}-methanol